(2R,3S,5R)-3-(3,4-difluoro-2-methoxyphenyl)-N-(3-((Z)-3-ethoxybut-2-enyl)-4-fluorophenyl)-5-methyl-5-(trifluoromethyl)tetrahydrothiophene-2-carboxamide FC=1C(=C(C=CC1F)[C@H]1[C@@H](S[C@](C1)(C(F)(F)F)C)C(=O)NC1=CC(=C(C=C1)F)C\C=C(\C)/OCC)OC